NC(C([C@@H](C[C@H]1C(NCC1)=O)NC([C@@H](CC(C)C)NC(=O)C1(C2=CC=CC=C2C=2C=CC=CC12)O)=O)=O)=O N-((R)-1-(((R)-4-amino-3,4-dioxo-1-((S)-2-oxopyrrolidin-3-yl)butan-2-yl)amino)-4-methyl-1-oxopentan-2-yl)-9-hydroxy-9H-fluorene-9-carboxamide